(R)-4-amino-N-(5-fluorobenzo[d]oxazol-2-yl)-1-(piperidin-3-yl)-1H-pyrazolo[3,4-d]pyrimidine-3-carboxamide NC1=C2C(=NC=N1)N(N=C2C(=O)NC=2OC1=C(N2)C=C(C=C1)F)[C@H]1CNCCC1